ClC1=C(C(=O)NC(C(=O)O)CCN(CCCCC2=NC=3NCCCC3C=C2)CC(CF)OC)C=CC=C1F 2-[(2-chloro-3-fluoro-benzoyl)amino]-4-[[3-fluoro-2-methoxy-propyl]-[4-(5,6,7,8-tetrahydro-1,8-naphthyridin-2-yl)butyl]amino]butanoic acid